N12CC(C(CC1)CC2)N(C([O-])=O)[C@H]2C(COC1=CC(=C(C=C21)OC)C2=CC=C(C=C2)C(C)(C)C)(C)C.C2(=CC=CC=C2)C2=C1C=CC(C(=C3C=CC(=C(C=4C=CC(=C(C5=CC=C2N5)C5=CC=CC=C5)N4)C4=CC=CC=C4)N3)C3=CC=CC=C3)=N1.[Rh+3].N13CC(C(CC1)CC3)N(C([O-])=O)[C@H]3C(COC1=CC(=C(C=C31)OC)C3=CC=C(C=C3)C(C)(C)C)(C)C.N31CC(C(CC3)CC1)N(C([O-])=O)[C@H]1C(COC3=CC(=C(C=C13)OC)C1=CC=C(C=C1)C(C)(C)C)(C)C rhodium tetraphenyl-porphyrin (S)-quinuclidin-3-yl-(7-(4-(tert-butyl)phenyl)-6-methoxy-3,3-dimethylchroman-4-yl)carbamate